[N+](=O)([O-])C=1C=C(C=CC1)S(=O)(=O)N 3-Nitro-benzenesulfonamide